butyl ((1r,4r)-4-(4-(2-(2,6-dioxopiperidin-3-yl)-1,3-dioxoisoindolin-5-yl)piperazin-1-yl)cyclohexyl)carbamate O=C1NC(CCC1N1C(C2=CC=C(C=C2C1=O)N1CCN(CC1)C1CCC(CC1)NC(OCCCC)=O)=O)=O